(3-aminoprop-1-yn-1-yl)-N-methyl-N-phenyl-[1,2,4]triazolo[4,3-a]quinazolin-5-amine NCC#CC1=NN=C2N1C1=CC=CC=C1C(=N2)N(C2=CC=CC=C2)C